ClC=1C=CC2=C(C[C@H](CC=3N2C(=NN3)[C@@H]3CC[C@H](CC3)OC3=NC=CC=C3)N(C)C)C1 (5R)-8-chloro-N,N-dimethyl-1-[trans-4-(pyridin-2-yloxy)cyclohexyl]-5,6-dihydro-4H-[1,2,4]triazolo[4,3-a][1]benzazepin-5-amine